C(C)(C)(C)OC(=O)C=1C=C(C(=C(C1)OCCCC(=O)OCCOCCOCCN=[N+]=[N-])OCCCC(=O)OCCOCCOCCN=[N+]=[N-])OCCCC(=O)OCCOCCOCCN=[N+]=[N-] Tris{2-[2-(2-azidoethoxy)ethoxy]ethyl} 4,4',4''-{[5-(tert-butoxycarbonyl)benzene-1,2,3-triyl]tris(oxy)}tributanoate